O[C@@H]1C[C@H](N(C1)C([C@@H](C(C)C)C1=CC=NO1)=O)C(N[C@@H](C)C1=CC=C(C=C1)C1=C(N=CS1)C)=O 5-((S)-1-((2S,4R)-4-hydroxy-2-(((S)-1-(4-(4-methylthiazol-5-yl)phenyl)ethyl)carbamoyl)pyrrolidin-1-yl)-3-methyl-1-oxobutan-2-yl)isoxazol